F[P-](F)(F)(F)(F)F.C(CCC)[N+]1(CCCC1)C 1-butyl-1-methylpyrrolidinium hexafluorophosphate